C(C)(C)C1=C(C=C=CC1)O 4-isopropylcyclohexen-1,6-dien-3-ol